ClC1=NC=C(C(=O)NOC)C(=C1)NC=1C(=NC(=CC1)OC)N(C)S(=O)(=O)C 6-chloro-N-methoxy-4-((6-methoxy-2-(N-methylmethylsulfonylamino)pyridin-3-yl)amino)nicotinamide